3-(2,4-difluorophenyl)isoxazole FC1=C(C=CC(=C1)F)C1=NOC=C1